C1=C(C=C(C(=C1Cl)O)Cl)C(=O)O The molecule is a derivative of p-salicylic acid with chloro- substituents at C-3 and C-5 of the benzene ring. It is a monohydroxybenzoic acid and a dichlorobenzene. It derives from a benzoic acid and a 4-hydroxybenzoic acid. It is a conjugate acid of a 3,5-dichloro-4-hydroxybenzoate.